FC(C1=NC=CC(=C1)C(C(=O)N)=C)(F)F 2-(2-(trifluoromethyl)pyridin-4-yl)acrylamide